(2S,4R)-4-hydroxy-2-methyltetrahydro-pyrrole-1-carboxylic acid tert-butyl ester C(C)(C)(C)OC(=O)N1[C@H](C[C@H](C1)O)C